benzyl-N2-(tert-butoxycarbonyl)-N2,N6,N6-tris(3-((tert-butoxycarbonyl)amino)propyl)lysine C(C1=CC=CC=C1)[C@](N(CCCNC(=O)OC(C)(C)C)C(=O)OC(C)(C)C)(CCCCN(CCCNC(=O)OC(C)(C)C)CCCNC(=O)OC(C)(C)C)C(=O)O